C(C)(C)(C)OC(=O)N1C[C@@H]2COC3=C(CN2CC1)C=C(C(=C3C#C[Si](C)(C)C)Br)Cl (12aR)-9-bromo-8-chloro-10-[(trimethylsilyl)ethynyl]-3,4,12,12a-tetrahydro-6H-pyrazino[2,1-c][1,4]benzooxazepine-2(1H)-carboxylic acid tert-butyl ester